1-diisopropylamino-disiloxane C(C)(C)N([SiH2]O[SiH3])C(C)C